5-Bromo-6-tert-butyl-4-methoxythieno[2,3-d]pyrimidine BrC1=C(SC=2N=CN=C(C21)OC)C(C)(C)C